ClC=1C=C(C=C(C1)C=1C=C2C(=NNC2=CC1)C)NC(C=C)=O N-[3-chloro-5-(3-methyl-1H-indazol-5-yl)phenyl]prop-2-enamide